OC1=C(C=O)C=CC(=C1)B1OC(C(O1)(C)C)(C)C 2-hydroxy-4-(4,4,5,5-tetramethyl-1,3,2-dioxaborolan-2-yl)benzaldehyde